1-acetyl-5-hexylpyrazolidine C(C)(=O)N1NCCC1CCCCCC